Methyl (R)-4-{(1R,3aR,4S,7aR)-4-[(tert-butyldimethylsilyl)oxy]-7a-methyloctahydro-1H-inden-1-yl}-2,2-difluoropentanoate [Si](C)(C)(C(C)(C)C)O[C@@H]1[C@@H]2CC[C@@H]([C@]2(CCC1)C)[C@@H](CC(C(=O)OC)(F)F)C